(R)-2-(2-propenyl)alanine C(C=C)[C@](N)(C)C(=O)O